C(C)(C)O[Ti](OC(C)C)OC(C)C tri-isopropoxytitanium